4-[4-({4-[(trimethylsilyl)ethynyl]thiophen-3-yloxy}methyl)phenethyl]morpholine C[Si](C)(C)C#CC=1C(=CSC1)OCC1=CC=C(CCN2CCOCC2)C=C1